S(CC=1C(=C(C(=O)OC)C=C(C1)OC)OC)CC=1C(=C(C(=O)OC)C=C(C1)OC)OC dimethyl 3,3'-(thiobis(methylene))bis(2,5-dimethoxybenzoate)